sodium 1-ethyl-3-methylimidazole triflate [O-]S(=O)(=O)C(F)(F)F.C(C)N1CN(C=C1)C.[Na+]